1,3-dichloro-2-acetoxymethoxypropane ClCC(CCl)OCOC(C)=O